Isopropyl Thioketone C(C)(C)C(=S)C(C)C